ClC=1C(=NC=2CN(CCC2C1)CC1=NC2=C(N1C[C@H]1OCC1)C=C(C=C2)C(=O)OC)OCC2=CC=C(C=1C=C(OC12)F)Cl methyl 2-({3-chloro-2-[(4-chloro-2-fluoro-1-benzofuran-7-yl)methoxy]-5,6,7,8-tetrahydro-1,7-naphthyridin-7-yl}methyl)-1-{[(2S)-oxetan-2-yl]methyl}-1H-1,3-benzodiazole-6-carboxylate